Cl.FC1=CC=C(C[C@H](N)C)C=C1 |r| (+/-)-4-fluoroamphetamine HCl